2-[4-[4-[[2-allyl-1-[6-(1-hydroxy-1-methyl-ethyl)-2-pyridyl]-3-oxo-pyrazolo[3,4-d]pyrimidin-6-yl]amino]phenyl]piperazin-1-yl]-3H-benzimidazole-4-carboxamide C(C=C)N1N(C2=NC(=NC=C2C1=O)NC1=CC=C(C=C1)N1CCN(CC1)C=1NC2=C(N1)C=CC=C2C(=O)N)C2=NC(=CC=C2)C(C)(C)O